BrC=1C=C2CN(C=NC2=C(C1)Br)C1CCC(CC1)O 4-(6,8-dibromo-3,4-dihydroquinazolin-3-yl)-cyclohexanol